BrC=1SC(=C(N1)C(=O)OCC)C ethyl 2-bromo-5-methylthiazole-4-carboxylate